tert-butyldimethyl((3-(4,4,5,5-tetramethyl-1,3,2-dioxaborolan-2-yl)cyclopent-3-en-1-yl)methoxy)silane C(C)(C)(C)[Si](OCC1CC(=CC1)B1OC(C(O1)(C)C)(C)C)(C)C